C(#N)C1=CC(=C(C=N1)C1=CC(=CC=2N1N=CN2)NC(C)=O)C N-[5-(6-cyano-4-methylpyridin-3-yl)-[1,2,4]triazolo[1,5-a]pyridin-7-yl]acetamide